C(CN1C(=NC2=C1C=CC(=C2OC)C(=O)N)C2=C(C=C(C=C2)Cl)C=2OC(NN2)=O)N2C(=NC1=C2C=CC(=C1OC)C(=O)N)C1=C(C=C(C=C1)Cl)C=1OC(NN1)=O 1,1'-(ethane-1,2-diyl)bis(2-(4-chloro-2-(5-oxo-4,5-dihydro-1,3,4-oxadiazol-2-yl)phenyl)-4-methoxy-1H-benzo[d]imidazole-5-carboxamide)